BrC1(C2CCCN(C12)C(=O)OC(C)(C)C)F tert-Butyl 7-bromo-7-fluoro-2-azabicyclo[4.1.0]heptane-2-carboxylate